ClC1=C(C=2C3=C([C@@H]4C(ON=C14)C)CCCN3N=C(N2)OC[C@]23CCCN3C[C@@H](C2)F)F (11aS)-8-chloro-7-fluoro-5-(((2R,7aS)-2-fluorotetrahydro-1H-pyrrolizin-7a(5H)-yl)methoxy)-11-methyl-2,3,11,11a-tetrahydro-1H-10-oxa-3a,4,6,9-tetraazanaphtho[1,8-ef]azulene